Tert-butyl (R)-3-((5-bromobenzo[d]oxazol-2-yl)amino)pyrrolidine-1-carboxylate BrC=1C=CC2=C(N=C(O2)N[C@H]2CN(CC2)C(=O)OC(C)(C)C)C1